4-{2-[(piperidin-3-yl)amino]-5-(trifluoromethyl)pyrimidin-4-yl}-1H-pyrrol-2-carboxamide N1CC(CCC1)NC1=NC=C(C(=N1)C=1C=C(NC1)C(=O)N)C(F)(F)F